NC1CCC(CC1)CCN1C[C@H](CCC1)C=1NC(N(N1)C1=CC=C(C=C1)OC)=O 5-((S)-1-(2-((1s,4R)-4-aminocyclohexyl)ethyl)piperidin-3-yl)-2-(4-methoxyphenyl)-2,4-dihydro-3H-1,2,4-triazol-3-one